tert-Butyl N-[(9R,13S)-3-(difluoromethyl)-9-methyl-8-oxo-3,4,7,16-tetraazatricyclo[12.3.1.02,6]octadeca-1(18),2(6),4,14,16-pentaen-13-yl]carbamate FC(N1C=2C=3C=NC=C([C@H](CCC[C@H](C(NC2C=N1)=O)C)NC(OC(C)(C)C)=O)C3)F